NC1=CC=C(C(=O)N2C[C@H](CC2)N2N=CC(=C2)C=2C=C(C=3N(C2)N=CC3C#N)OC)C=C1 (S)-6-(1-(1-(4-aminobenzoyl)pyrrolidin-3-yl)-1H-pyrazol-4-yl)-4-methoxypyrazolo[1,5-a]pyridine-3-carbonitrile